perfluorophenyl 7-(furan-2-yl)-2-methoxy-8-(thiophen-3-ylcarbamoyl)quinoline-3-carboxylate O1C(=CC=C1)C1=CC=C2C=C(C(=NC2=C1C(NC1=CSC=C1)=O)OC)C(=O)OC1=C(C(=C(C(=C1F)F)F)F)F